(R) and (S)-1-(4-((6-(1-methyl-1H-pyrazol-4-yl)pyrazolo[1,5-a]pyrazin-4-yl)amino)azepan-1-yl)prop-2-en-1-one CN1N=CC(=C1)C=1N=C(C=2N(C1)N=CC2)N[C@H]2CCN(CCC2)C(C=C)=O |r|